1-tert-butyl 2-methylpiperazine-1,2-dicarboxylate CC1(N(CCNC1)C(=O)OC(C)(C)C)C(=O)[O-]